O=C1NCCC(C1)=O 2,4-Dioxotrihydropyridine